2-(2-methoxyethoxy)-1-methoxyethyl thiol COCCOCC(OC)S